ClC=1C=C2C(=CN(C2=C(C1)C#N)C(=O)OC(C)(C)C)B1OC(C(O1)(C)C)(C)C tert-butyl 5-chloro-7-cyano-3-(4,4,5,5-tetramethyl-1,3,2-dioxaborolan-2-yl)indole-1-carboxylate